ClC1=C2C[C@@H]([C@H](C2=CC(=C1)Cl)OC1=CC(=CC=C1F)C)N(C)C 4-[[(1S,2S)-4,6-Dichloro-2-(dimethylamino)-2,3-dihydro-1H-inden-1-yl]oxy]-5-fluoro-2-methylbenzene